NC1=C(C=C(C=N1)C=1C=C2N(N1)CCC21CN(CC1)C(=O)N[C@H](C)C1=CC=NC=C1)C(F)(F)F 2'-[6-amino-5-(trifluoromethyl)pyridin-3-yl]-N-[(1R)-1-(pyridin-4-yl)ethyl]-5',6'-dihydrospiro[pyrrolidine-3,4'-pyrrolo[1,2-b]pyrazole]-1-carboxamide